FC1=C(C=CC=C1)C1=C(N=C(C(=N1)C(=O)N)CC=1SC(=CC1)C1=CC(=C(C=C1)OC)C)OC (2-fluorophenyl)-5-methoxy-((5-(4-methoxy-3-methylphenyl)thiophen-2-yl)methyl)pyrazine-2-carboxamide